The molecule is a fourteen-membered macrocyclic diterpene consisting of 1,5,9-trimethyl-12-(prop-1-en-2-yl)cyclotetradecane having three endocyclic double bonds located at positions 1, 5 and 9. It has a role as a bacterial metabolite, a coral metabolite and an animal metabolite. It is a cycloalkatriene, a diterpene and a macrocycle. It derives from a hydride of a cembrane. C/C/1=C\\CC/C(=C/C[C@@H](CC/C(=C/CC1)/C)C(=C)C)/C